C1(CC1)C=1N=C2N(C=C(C(=C2)O)C(=O)NC=2C(=NC=CC2)OC)C1 2-cyclopropyl-7-hydroxy-N-(2-methoxypyridin-3-yl)imidazo[1,2-a]pyridine-6-carboxamide